heptamethyl-octyltrisiloxane C[Si](O[Si](O[Si](CCCCCCCC)(C)C)(C)C)(C)C